2,2',6,6'-tetraethyl-4,4'-methylenedianiline C(C)C1=C(N)C(=CC(=C1)CC1=CC(=C(N)C(=C1)CC)CC)CC